CNNC(C1=NC=C(C=C1)NC=1OC(=CN1)C1=CC=C(C=C1)C(F)(F)F)=O N'-methyl-5-((5-(4-(trifluoromethyl)phenyl)oxazol-2-yl)amino)picolinohydrazide